ClC1=NC=2C=NC(=NC2N(C1=O)C1=CC=C(C=C1)OC(F)F)OCC(F)(F)F 6-chloro-8-(4-(difluoromethoxy)phenyl)-2-(2,2,2-trifluoroethoxy)pteridin-7(8H)-one